(2-chloro-4-fluoro-phenyl)-[(1S,5R)-8-[7-(2,2-dimethylpropylsulfonyl)-3-(2-hydroxy-2-methyl-propyl)imidazo[1,5-a]pyridin-5-yl]-3,8-diazabicyclo[3.2.1]octan-3-yl]methanone ClC1=C(C=CC(=C1)F)C(=O)N1C[C@@H]2CC[C@H](C1)N2C2=CC(=CC=1N2C(=NC1)CC(C)(C)O)S(=O)(=O)CC(C)(C)C